Phenophosphazinin-10-oxid C1=CC=CC2=NC3=CC=CC=C3P(=C12)=O